tert-butyl (R)-10-((6-fluoro-4-oxoquinazolin-3(4H)-yl)methyl)-7-azaspiro[4.5]decane-7-carboxylate FC=1C=C2C(N(C=NC2=CC1)C[C@@H]1CCN(CC12CCCC2)C(=O)OC(C)(C)C)=O